6-(4-(1-(4-chloro-3-fluorophenyl)-3-isobutyl-1H-pyrazolo[4,3-b]pyridine-5-carbonyl)-3,3-dimethylpiperazin-1-yl)-2,4-dimethylnicotinic acid ClC1=C(C=C(C=C1)N1N=C(C2=NC(=CC=C21)C(=O)N2C(CN(CC2)C2=NC(=C(C(=O)O)C(=C2)C)C)(C)C)CC(C)C)F